1,4-difluoro-5-pyridinecarbonitrile FN1CC=C(C(=C1)C#N)F